N1=C(C=CC=C1)CN1CCN(C2=CC=CC=C12)C(=O)NCC1CCOCC1 4-(pyridin-2-ylmethyl)-N-((tetrahydro-2H-pyran-4-yl)methyl)-3,4-dihydroquinoxaline-1(2H)-carboxamide